2-[4-(4-Isopropoxy-1-methyl-6-oxo-1,6-dihydro-pyridin-3-yl)-pyrazol-1-yl]-benzonitrile C(C)(C)OC=1C(=CN(C(C1)=O)C)C=1C=NN(C1)C1=C(C#N)C=CC=C1